2-Methyl-4-(2-methylpent-1-en-3-yl)-7-pentyl-3,4-dihydro-2H-chromen-5-ol CC1OC=2C=C(C=C(C2C(C1)C(C(=C)C)CC)O)CCCCC